4,4'-(Oxybis(4,1-phenylene))bis(2,3,5-triphenylcyclopent-2,4-dien-1-one) O(C1=CC=C(C=C1)C=1C(=C(C(C1C1=CC=CC=C1)=O)C1=CC=CC=C1)C1=CC=CC=C1)C1=CC=C(C=C1)C=1C(=C(C(C1C1=CC=CC=C1)=O)C1=CC=CC=C1)C1=CC=CC=C1